5-(1-isopropyl-1H-pyrazol-4-yl)-3-(pyridin-4-yl)thieno[3,2-b]pyridine C(C)(C)N1N=CC(=C1)C1=CC=C2C(=N1)C(=CS2)C2=CC=NC=C2